C(C)OC(=O)C=1OC2=C(C1C)C=C(C=C2)S(N(CCC2=CC=CC=C2)C2=C(C=CC=C2)N2C(CN(CC2)C(=O)C=2SC=CC2Br)C)(=O)=O ethyl-5-(N-(2-(4-(3-bromothiophene-2-carbonyl)-2-methylpiperazin-1-yl)phenyl)-N-phenethylsulfamoyl)-3-methylbenzofuran-2-carboxylate